Cl.COC1=CC=C2C=CC=C(C2=C1)CCN 2-(7-methoxynaphthalen-1-yl)ethan-1-amine hydrochloride